1-(4-benzimidazol-1-yl-phenyl)-3-{5-tert-butyl-2-[2-(tert-butyl-dimethyl-silanyloxy)-ethyl]-2H-pyrazol-3-yl}-urea N1(C=NC2=C1C=CC=C2)C2=CC=C(C=C2)NC(=O)NC=2N(N=C(C2)C(C)(C)C)CCO[Si](C)(C)C(C)(C)C